ClC1=C(C=CC=C1C1=NC(=C(C=C1)C=O)OC)C1=CC(=CC=C1)NC(=O)C=1C(N(C(N(C1)C)=O)C)=O N-(2'-chloro-3'-(5-formyl-6-methoxypyridin-2-yl)-[1,1'-biphenyl]-3-yl)-1,3-dimethyl-2,4-dioxo-1,2,3,4-tetrahydropyrimidine-5-carboxamide